8-(benzylamino)-N,N-didecyloctanamide C(C1=CC=CC=C1)NCCCCCCCC(=O)N(CCCCCCCCCC)CCCCCCCCCC